NC=1C=2N(C=CN1)C(=NC2C2=CC=C(C=C2)OC2=CC=CC=C2)N2CCC1(CCNC1=O)CC2 8-(8-amino-1-(4-phenoxyphenyl)imidazo[1,5-a]pyrazin-3-yl)-2,8-diazaspiro[4.5]decan-1-one